3-(7-cyclobutylpyrazolo[1,5-a]pyrimidin-6-yl)urea C1(CCC1)C1=C(C=NC=2N1N=CC2)NC(N)=O